N-(1-(1H-indol-3-yl)hexan-2-yl)-2-(4-(2-(2-(2-((2-(2,6-dioxopiperidin-3-yl)-1,3-dioxoisoindolin-5-yl)oxy)ethoxy)ethoxy)ethyl)piperazin-1-yl)thiazole-5-carboxamide N1C=C(C2=CC=CC=C12)CC(CCCC)NC(=O)C1=CN=C(S1)N1CCN(CC1)CCOCCOCCOC=1C=C2C(N(C(C2=CC1)=O)C1C(NC(CC1)=O)=O)=O